4-((S)-1-((R)-1-((1-(3-cyano-5-fluorobenzyl)-2-methyl-1H-imidazol-4-yl)amino)-1-oxopropan-2-yl)-4,4-difluoropiperidin-3-yl)pyridine 1-oxide C(#N)C=1C=C(CN2C(=NC(=C2)NC([C@@H](C)N2C[C@@H](C(CC2)(F)F)C2=CC=[N+](C=C2)[O-])=O)C)C=C(C1)F